ethyl-[N-decyl-4-(dimethylamino)butyramide] 2,2-difluorooctadecanoate FC(C(=O)O)(CCCCCCCCCCCCCCCC)F.C(C)C(C(=O)NCCCCCCCCCC)CCN(C)C